piperidin-3-aminium chloride [Cl-].N1CC(CCC1)[NH3+]